C(C)(C)C1N2C(C=3C4=C(C(=CC3C1)C=1C=NN(C1)C1CCOCC1)OCC4)=CC(C(=C2)C(=O)O)=O 7-isopropyl-11-oxo-4-(1-(tetrahydro-2H-pyran-4-yl)-1H-pyrazol-4-yl)-2,6,7,11-tetrahydro-1H-furo[2,3-H]pyrido[2,1-a]isoquinoline-10-carboxylic acid